C(#C)C=1C=C2CCN(CC2=CC1)C(=O)NC1=CNC2=CC=CC=C12 6-ethynyl-N-(1H-indol-3-yl)-3,4-dihydroisoquinoline-2(1H)-carboxamide